1,4,7,10-tetraazacyclododecane-1,7-diacetic acid N1(CCNCCN(CCNCC1)CC(=O)O)CC(=O)O